(1aR,5aR)-2-(3-Fluoro-pyridin-4-yl)-1a,2,5,5a-tetrahydro-1H-2,3-diaza-cyclopropa[a]pentalene-4-carboxylic acid ((S)-1-hydroxymethyl-2,2-dimethyl-propyl)-amide OC[C@H](C(C)(C)C)NC(=O)C=1C=2C[C@@H]3[C@H](C2N(N1)C1=C(C=NC=C1)F)C3